F[C@@H]1CN(CC1)C=1C=C2C(=CC=NC2=CC1)C(=O)OC(C)(C)C tert-butyl (S)-6-(3-fluoropyrrolidin-1-yl)quinoline-4-carboxylate